ClC1=CC(=C(C=C1)C1=C(N(N=N1)C)CN1N=CC(=CC1=O)N1CC(C1)OC1=NC(=CN=C1)C(F)(F)F)F 2-[[5-(4-chloro-2-fluoro-phenyl)-3-methyl-triazol-4-yl]methyl]-5-[3-[6-(trifluoromethyl)pyrazin-2-yl]oxyazetidin-1-yl]pyridazin-3-one